Cl.CCl methyl chloride hydrochloride